COC(=O)C=1N=NC(=CC1)C=1CN(CC1)C(=O)OC(C)(C)C 6-(1-{[(2-methylpropan-2-yl)oxy]carbonyl}-2,5-dihydro-1H-pyrrol-3-yl)-1,2-diazine-3-carboxylic acid methyl ester